FC1=C(C(=CC(=C1)C)C)I 1-fluoro-2-iodo-3,5-xylene